CN1[C@H]2[C@@](CCC1)(CCC2)COC2=NC1=C(C(=CC=C1C(=N2)N2[C@@H](COCC2)C)C2=CC(=CC1=CC=C(C(=C21)C#C)F)O)F 4-(2-{[(4aS,7aR)-1-methyl-octahydro-1H-cyclopenta[b]pyridin-4a-yl]methoxy}-8-fluoro-4-[(3R)-3-methylmorpholin-4-yl]quinazolin-7-yl)-5-ethynyl-6-fluoronaphthalen-2-ol